2-[[6-[5-Chloro-3-[1-[(3-methoxycyclobutyl)methyl]pyrazol-4-yl]quinoxalin-6-yl]oxy-2-methyl-benzimidazol-1-yl]methoxy]ethyl-trimethyl-silane ClC1=C2N=C(C=NC2=CC=C1OC=1C=CC2=C(N(C(=N2)C)COCC[Si](C)(C)C)C1)C=1C=NN(C1)CC1CC(C1)OC